O[C@H]1C[C@H](N(C1)C=1N=C(N=C2C3=CC=CC=C3OC12)C=CCCCC(=O)OC)C(=O)OC(C)(C)C tert-butyl (2S,4S)-4-hydroxy-1-[4-[6-methoxy-6-oxohex-1-en-1-yl]-8-oxa-3,5-diazatricyclo[7.4.0.02,7]trideca-1(13),2,4,6,9,11-hexaen-6-yl]pyrrolidine-2-carboxylate